C(#N)C=1C=NN(C1C1=NC2=CC=CC=C2C(=C1)C(C)NC(C1=C(C=CC=C1)C)=O)C N-{1-[2-(4-cyano-1-methyl-1H-pyrazol-5-yl)quinolin-4-yl]ethyl}-2-methylbenzamide